tert-butyl (16-(4-iodophenyl)-13-oxo-3,6,9-trioxa-12-azahexadecyl)carbamate IC1=CC=C(C=C1)CCCC(NCCOCCOCCOCCNC(OC(C)(C)C)=O)=O